C1(=CC=CC=C1)C1=NC(=NC(=N1)C1=CC=CC=C1)N1C=2C=CC=CC2C=2C1=C1N(C3=CC=CC=C3C1=CC2)C2=CC=CC=C2 12-(4,6-diphenyl-1,3,5-triazin-2-yl)-11-phenylindolo[2,3-a]carbazole